CC(C(=O)OCCOC(=O)C=1C=C2C(OC(C2=CC1)=O)=O)=C 2-[(2-methyl-1-oxoallyl)oxy]ethyl-1,3-dihydro-1,3-dioxoisobenzofurane-5-carboxylate